oxazolo[5,4-c]pyridazine N1=NC=CC2=C1OC=N2